COCCNC(C1=CC(=CC=C1)B1OC(C(O1)(C)C)(C)C)=O N-(2-methoxyethyl)-3-(4,4,5,5-tetramethyl-1,3,2-dioxaborolan-2-yl)benzamide